CC1=C(C=C)C(=CC(=C1)C)C (Z)-2,4,6-trimethyl-styrene